[K]C(C(CO)S(=O)(=O)O)O potassio-2-sulfo-1,3-propanediol